OCC1(CC(C1)C(=O)OC(C)(C)C)[N+](=O)[O-] trans-tert-Butyl 3-(hydroxymethyl)-3-nitro-cyclobutanecarboxylate